6-[3-(5,5-dimethyl-4-azaspiro[2.5]octan-7-yl)-3H-[1,2,3]triazolo[4,5-c]pyridazin-6-yl]-2-methyl-1,3-benzothiazol-5-ol CC1(NC2(CC2)CC(C1)N1N=NC2=C1N=NC(=C2)C2=CC1=C(N=C(S1)C)C=C2O)C